2-((indol-6-yl)imino)-4-(4-bromophenyl)thiazole N1C=CC2=CC=C(C=C12)N=C1SC=C(N1)C1=CC=C(C=C1)Br